1-(6,7-dihydro-5H-benzo[6,7]cyclohepta[1,2-c]pyridazin-3-yl)-N3-(3-methyl-4-(4-(N-methylpiperazin-4-yl)piperidin-1-yl)phenyl)-1H-1,2,4-triazole-3,5-diamine N1=NC(=CC2=C1C1=C(CCC2)C=CC=C1)N1N=C(N=C1N)NC1=CC(=C(C=C1)N1CCC(CC1)N1CCN(CC1)C)C